ClC1=C(N2CCCC2=C1C(=O)NC1=CC(=C(C=C1)F)F)C(C(N[C@H](C(F)(F)F)C)=O)=O (S)-6-chloro-N-(3,4-difluorophenyl)-5-(2-oxo-2-((1,1,1-trifluoroprop-2-yl)amino)acetyl)-2,3-dihydro-1H-pyrrolizine-7-carboxamide